CN(C1CN(CC1)C1=CC=C2C(=N1)SC(=N2)C(=O)O)C 5-[3-(dimethylamino)pyrrolidin-1-yl]thiazolo[5,4-b]pyridine-2-carboxylic acid